O=C1NC(CCC1N1C(C2=CC=C(C=C2C1=O)NCC1CCN(CC1)C(=O)OC(C)(C)C)=O)=O tertbutyl 4-(((2-(2,6-dioxopiperidin-3-yl)-1,3-dioxoisoindolin-5-yl)amino)methyl)piperidine-1-carboxylate